(3-((4-(Pyrimidin-5-yl)bicyclo[2.2.1]heptan-1-yl)methyl)-1,2,3-oxadiazol-3-ium-5-yl)((2-(trifluoromethyl)pyridin-4-yl)carbamoyl)amide N1=CN=CC(=C1)C12CCC(CC1)(C2)C[N+]2=NOC(=C2)[N-]C(NC2=CC(=NC=C2)C(F)(F)F)=O